CC(C=CC=CCCCCCCI)CCC 11-methyl-7,9-tetradecadienyl iodide